[4-(5-chlorooxazolo[4,5-b]pyridin-2-yl)piperazin-1-yl]-[4-[5-(2-hydroxy-2-methyl-propyl)-1,2,4-oxadiazol-3-yl]phenyl]methanone ClC1=CC=C2C(=N1)N=C(O2)N2CCN(CC2)C(=O)C2=CC=C(C=C2)C2=NOC(=N2)CC(C)(C)O